C(C(C)(C)C)(=O)OC1=CC=C(C=C1)C p-toluol pivalate